methyl 3-nitro-4-((4-(trifluoromethyl)benzyl)thio)benzoate [N+](=O)([O-])C=1C=C(C(=O)OC)C=CC1SCC1=CC=C(C=C1)C(F)(F)F